C1=CC=CC=2C3=CC=CC=C3C(C12)COC(=O)N[C@@H](CCCCNC(=O)OCCC1(C(\C=C\CCCC1)O)O)C(=O)O N2-(((9H-fluoren-9-yl)methoxy)carbonyl)-N6-((2-((E)-1,2-dihydroxycyclooct-3-en-1-yl)ethoxy)carbonyl)-L-lysine